O=C1NC(CCC1N1C(C2=CC=C(C=C2C1=O)NCCC[C@@H]1C[C@H](C1)N1N=CC(=C1)C1=CC(=CC=C1)N1CCOCC1)=O)=O 2-(2,6-dioxopiperidin-3-yl)-5-((3-(trans-3-(4-(3-morpholinophenyl)-1H-pyrazol-1-yl)cyclobutyl)propyl)amino)isoindoline-1,3-dione